C(#N)C1=CC=2N(N=C1)C(=CC2)C2=NC=C(C(=C2)NC2CC(C2)CNC(OC)=O)C(NC2CCC(CC2)NC(=O)C2CC2)=O Methyl (((1R,3r)-3-((2-(3-cyanopyrrolo[1,2-b]pyridazin-7-yl)-5-(((1r,4R)-4-(cyclopropanecarboxamido)cyclohexyl)carbamoyl)pyridin-4-yl)amino)cyclobutyl)methyl)carbamate